2-(2,6-dioxopiperidin-3-yl)-5-((3-(trans-3-(4-(6-isopropylpyridin-2-yl)-1H-pyrazol-1-yl)cyclobutyl)propyl)amino)isoindoline-1,3-dione O=C1NC(CCC1N1C(C2=CC=C(C=C2C1=O)NCCC[C@@H]1C[C@H](C1)N1N=CC(=C1)C1=NC(=CC=C1)C(C)C)=O)=O